1,3-di(t-butyl)imidazolium C(C)(C)(C)N1C=[N+](C=C1)C(C)(C)C